2-amino-N-[dideuterio-[6-[4-(2-methoxyethoxy)phenoxy]-2-pyridyl]methyl]-8-fluoro-quinazoline-4-carboxamide NC1=NC2=C(C=CC=C2C(=N1)C(=O)NC(C1=NC(=CC=C1)OC1=CC=C(C=C1)OCCOC)([2H])[2H])F